(R)-2-methyl-3-(1-((4-methyl-7-morpholino-6-(trifluoromethyl)phthalazin-1-yl)amino)ethyl)benzonitrile CC1=C(C#N)C=CC=C1[C@@H](C)NC1=NN=C(C2=CC(=C(C=C12)N1CCOCC1)C(F)(F)F)C